[N+](=O)([O-])C1=C2C=NNC2=CC=C1 4-nitro-1H-indazole